BrCCN1C(C2=CC=C3C=4C2=C(C1=O)C=CC4OC4=CC=C(C=C43)C(C)(C)C)=O 2-(2-bromoethyl)-9-(tert-butyl)-1H-xantheno[2,1,9-def]isoquinoline-1,3(2H)-dione